C(C)(C)(C)OC(=O)NCCN(CCCCCCC(C(=O)OC(CCCCCCCC)CCCCCCCC)(C)C)CCCCC(C(OCCCCCCCCCCC)=O)(C)C 1-octylnonyl 8-[2-(tert-butoxycarbonylamino)ethyl-(5,5-dimethyl-6-oxo-6-undecoxy-hexyl)amino]-2,2-dimethyl-octanoate